NCC[C@H](O)C1CC1 (S)-3-amino-1-cyclopropylpropan-1-ol